C(C)(C)(C)OC(=O)NC1(CCC1)COC=1C=CC(=C(C(=O)OC)C1)C methyl 5-((1-((tert-butoxycarbonyl)amino)cyclobutyl)methoxy)-2-methylbenzoate